C(N)(OCC)=O.C=1(C(=CC=CC1)CN)CN xylylenediamine ethyl carbamate